tert-butyl 7-(2-((1-(methylsulfonyl)piperidin-4-yl)amino)quinazolin-8-yl)-2-azaspiro[4.4]nonane-2-carboxylate CS(=O)(=O)N1CCC(CC1)NC1=NC2=C(C=CC=C2C=N1)C1CC2(CCN(C2)C(=O)OC(C)(C)C)CC1